CN1CCC(CC1)N1C(C(N(CC1)O)(O)O)(O)O 4-(1-methylpiperidin-4-yl)piperazinePentaol